5-(3-(methoxymethyl)-4-((8-methyl-6-oxo-7-(trifluoromethyl)-5,6-dihydro-1,5-naphthyridin-3-yl)methyl)piperazin-1-yl)-N-methylpicolinamide COCC1CN(CCN1CC=1C=NC=2C(=C(C(NC2C1)=O)C(F)(F)F)C)C=1C=CC(=NC1)C(=O)NC